tris[bis(trimethylsilyl)methyl]bismuth chloride C[Si](C)(C)C([Si](C)(C)C)[Bi](C([Si](C)(C)C)[Si](C)(C)C)(C([Si](C)(C)C)[Si](C)(C)C)Cl